C(C)(=O)NN(CC(=O)O)CC(=O)O acetamidoiminodiacetic acid